2-isopropyladamantan-2-yl acetate C(C)(=O)OC1(C2CC3CC(CC1C3)C2)C(C)C